cadmium germanium di-arsenide [As-]=[AsH].[Ge+2].[Cd+2].[As-]=[AsH].[As-]=[AsH].[As-]=[AsH]